2-(2-methyl-1,3-benzothiazol-6-yl)-7-(4-methylpiperazin-1-yl)-4H-pyrido[1,2-a]pyrimidin CC=1SC2=C(N1)C=CC(=C2)C=2N=C1N(CC2)C=C(C=C1)N1CCN(CC1)C